O1CC(C1)N1CC(N(CC1)C(=O)OC(C)(C)C)C1=NC=C(C=C1)C(F)(F)F tert-butyl 4-(oxetan-3-yl)-2-(5-(trifluoromethyl)pyridin-2-yl)piperazine-1-carboxylate